methyl 4-[tert-butoxycarbonyl(prop-2-ynyl)amino]-3-methoxy-benzoate C(C)(C)(C)OC(=O)N(C1=C(C=C(C(=O)OC)C=C1)OC)CC#C